CN1C(=NN=C1)C1(CC2(C1)CC(C2)=O)C=2C=C(C=CC2)N2C(C1=CC(=CC(=C1C2)C(F)(F)F)CNC2(CCC2)C)=O 2-(3-(2-(4-methyl-4H-1,2,4-triazol-3-yl)-6-oxospiro[3.3]heptan-2-yl)phenyl)-6-(((1-methylcyclobutyl)amino)methyl)-4-(trifluoromethyl)isoindolin-1-one